4-(5-(3-Cyano-6-(2-hydroxy-2-methylpropyloxy)pyrazolo[1,5-a]pyridin-4-yl)pyridin-2-yl)-1,4-diazacycloheptane-1-carboxylic acid tert-butyl ester C(C)(C)(C)OC(=O)N1CCN(CCC1)C1=NC=C(C=C1)C=1C=2N(C=C(C1)OCC(C)(C)O)N=CC2C#N